2-(1-Methyl-3-(1-(2-(6-(trifluoromethyl)imidazo[1,2-a]pyrazin-3-yl)pyrimidin-4-yl)piperidin-3-yl)-1H-pyrazol-5-yl)ethan-1-ol CN1N=C(C=C1CCO)C1CN(CCC1)C1=NC(=NC=C1)C1=CN=C2N1C=C(N=C2)C(F)(F)F